C(C)N1N(C2=CC(=CC=C2C1=O)NC1=NC=C(C(=C1)N[C@H](CO)C1=CC=CC=C1)C=1OC(=NN1)C(C)(C)O)C(C)C (S)-2-ethyl-6-((4-((2-hydroxy-1-phenylethyl)amino)-5-(5-(2-hydroxypropan-2-yl)-1,3,4-oxadiazol-2-yl)pyridin-2-yl)amino)-1-isopropyl-1,2-dihydro-3H-indazol-3-one